C1(CC1)C(=O)NC1=NC=C(C(=O)NC([2H])([2H])[2H])C(=C1)NC=1C=NN2C1C(=C(C=C2)C(C(F)(F)F)(O)O)OC 6-(Cyclopropanecarboxamido)-4-((4-methoxy-5-(2,2,2-trifluoro-1,1-dihydroxyethyl)pyrazolo[1,5-a]pyridin-3-yl)amino)-N-(methyl-d3)nicotinamide